N(=[N+]=[N-])CCCN1CCN(CC1)C([C@H](CP(=O)(OCC)OCC)NC(OCC1C2=CC=CC=C2C=2C=CC=CC12)=O)=O (9H-Fluoren-9-yl)methyl (R)-(1-(4-(3-azidopropyl)piperazin-1-yl)-3-(diethoxyphosphoryl)-1-oxopropan-2-yl)carbamate